C(C)(=O)C1=NN(C2=CC=C(C=C12)C=1C=NC(=NC1)C)CC(=O)N1[C@@H]2C[C@@H]2C[C@H]1C(=O)NC1=NC(=CC(=C1)OC)Br (1R,3S,5R)-2-(2-(3-acetyl-5-(2-methylpyrimidin-5-yl)-1H-indazol-1-yl)acetyl)-N-(6-bromo-4-methoxypyridin-2-yl)-2-azabicyclo[3.1.0]hexane-3-carboxamide